BrC=1C=C2CC([C@@H](C2=CC1)NS(=O)C(C)(C)C)F N-[(1R)-5-bromo-2-fluoro-2,3-dihydro-1H-inden-1-yl]-2-methylpropane-2-sulfinamide